Cl.C1(=CC=CC=C1)C(N)C12CC(C1)(C2)C2=CC=CC=C2 phenyl(3-phenylbicyclo[1.1.1]pentan-1-yl)methanamine hydrochloride